COC(=O)C1=CC=C2C(=N1)N(C(=N2)CC2=CC(=C(C=C2)Br)F)C[C@H]2OCC2 (S)-2-(4-bromo-3-fluorobenzyl)-3-(oxetan-2-ylmethyl)-3H-imidazo[4,5-b]pyridine-5-carboxylic acid methyl ester